C(C)OC1=C(C(=O)NC(C)C2=CC(=CC=C2)C2OCCC2)C=C(C=C1)NC(C(C)C)=O 2-ethoxy-5-isobutyrylamino-N-(1-(3-(tetrahydrofuran-2-yl)phenyl)ethyl)benzamide